NC1=C2C(=NC=N1)N(N=C2C2=CC(=C(C=C2)OC)F)C2CCN(CC2)C(C=C)=O (4-(4-amino-3-(3-fluoro-4-methoxyphenyl)-1H-pyrazolo[3,4-d]pyrimidin-1-yl)piperidin-1-yl)prop-2-en-1-one